ClC=1C=CC(=C(C1)NC1=NN2C(N=C(C=C2NCC2(CCC2)C2=CC=CC=C2)C)=N1)OCCN(C)C N2-[5-chloro-2-[2-(dimethylamino)ethoxy]phenyl]-5-methyl-N7-[(1-phenylcyclobutyl)methyl]-[1,2,4]triazolo[1,5-a]pyrimidine-2,7-diamine